3-[5-(imidazol-1-ylmethyl)-2-thienyl]-5-(trifluoromethyl)-1,2,4-oxadiazole N1(C=NC=C1)CC1=CC=C(S1)C1=NOC(=N1)C(F)(F)F